(1s,2r,5r)-5-(4-amino-7H-pyrrolo[2,3-d]pyrimidin-7-yl)-3-(2-(3-methylimidazo[1,2-a]pyridin-7-yl)ethyl)cyclopent-3-ene-1,2-diol NC=1C2=C(N=CN1)N(C=C2)[C@@H]2C=C([C@H]([C@H]2O)O)CCC2=CC=1N(C=C2)C(=CN1)C